7-(5-((R)-1-(3,5-dichloropyridin-4-yl)ethoxy)-1-(tetrahydro-2H-pyran-2-yl)-1H-indazol-3-yl)imidazo[1,2-a]pyridine-2-carboxylic acid ClC=1C=NC=C(C1[C@@H](C)OC=1C=C2C(=NN(C2=CC1)C1OCCCC1)C1=CC=2N(C=C1)C=C(N2)C(=O)O)Cl